C(C=C)(=O)OCC(COC(C=C)=O)(COC(C=C)=O)CO Pentaerythritol Triacrylate